6-(4-(2-Fluoro-5-((8-methyl-4-oxo-7-(prop-1-ynyl)-3,4-dihydrophthalazin-1-yl)methyl)benzoyl)piperazin-1-yl)nicotinonitrile FC1=C(C(=O)N2CCN(CC2)C2=NC=C(C#N)C=C2)C=C(C=C1)CC1=NNC(C2=CC=C(C(=C12)C)C#CC)=O